CCCCCCCCCCCCCCCCC(=O)OC[C@H](COP(=O)(O)OC[C@H](CO)O)OC(=O)CCCCCCC/C=C\C/C=C\CCCCC 1-heptadecanoyl-2-(9Z,12Z-octadecadienoyl)-glycero-3-phospho-(1'-sn-glycerol)